1-phenyl-7,8-dihydroxy-2,3,4,5-tetrahydro-1H-3-benzazepine hydrochloride Cl.C1(=CC=CC=C1)C1CNCCC2=C1C=C(C(=C2)O)O